C(C)OC([C@@H](CCC)C)=O |r| (+-)-2-Methylpentanoic acid ethyl ester